OC1(COC1)C1=CC=C(C=C1)C(=O)N1CC2CN(CC2C1)S(=O)(=O)C1=CC=C(C=C1)C(F)(F)F (4-(3-hydroxyoxetan-3-yl)phenyl)(5-((4-(trifluoromethyl)phenyl)sulfonyl)hexahydropyrrolo[3,4-c]pyrrol-2(1H)-yl)methanone